(2-Methoxy-4-(4-oxo-2-thioxo-thiazolidin-5-ylidenemethyl)-phenoxy)-acetic acid ethyl ester C(C)OC(COC1=C(C=C(C=C1)C=C1C(NC(S1)=S)=O)OC)=O